3-(1-(2-fluoro-6-methylphenyl)piperidin-4-yl)-7-methyl-1-((3-(trifluoromethyl)pyridin-2-yl)methyl)-1,8-naphthyridin-2(1H)-one FC1=C(C(=CC=C1)C)N1CCC(CC1)C=1C(N(C2=NC(=CC=C2C1)C)CC1=NC=CC=C1C(F)(F)F)=O